1,2-dihydroxyethyl-imidazole OC(CO)C=1NC=CN1